2,4-diethyloctane-1,5-diol C(C)C(CO)CC(C(CCC)O)CC